BrC1=CC(=C(C=C1O)C(C)=O)O 1-(4-bromo-2,5-dihydroxyphenyl)ethane-1-one